4-(3-((((1S,3S)-3-aminocyclohexyl)-methyl)amino)-1-(2-methoxy-4-(4-meth-yl-3-oxopiperazin-1-yl)phenyl)-1H-pyrazol-5-yl)-2-fluoro-benzonitrile N[C@@H]1C[C@H](CCC1)CNC1=NN(C(=C1)C1=CC(=C(C#N)C=C1)F)C1=C(C=C(C=C1)N1CC(N(CC1)C)=O)OC